(3R,4R) and (3S,4S)-tert-butyl 4-(2-((5-chloro-1-cyclopropyl-1H-pyrazol-4-yl)amino)-6-cyanoquinazolin-7-yl)-3-fluoropiperidine-1-carboxylate ClC1=C(C=NN1C1CC1)NC1=NC2=CC(=C(C=C2C=N1)C#N)[C@@H]1[C@H](CN(CC1)C(=O)OC(C)(C)C)F |r|